C(#C)C=1C(=CC=C2C=C(C=C(C12)C1=C(C=2N=C(N=C(C2C=N1)N1CCOC[C@H](C1)NC(C(=C)F)=O)OCC12CCCN2CCC1)F)O)F (S)-N-(4-(7-(8-ethynyl-7-fluoro-3-hydroxynaphthalen-1-yl)-8-fluoro-2-((tetrahydro-1H-pyrrolizin-7a(5H)-yl)methoxy)pyrido[4,3-d]pyrimidin-4-yl)-1,4-oxazepan-6-yl)-2-fluoroacrylamide